C(C)(C)(C)C=1NC2=CC=C(C=C2C1C=O)CC 2-TERT-BUTYL-5-ETHYL-1H-INDOLE-3-CARBALDEHYDE